diglycidyl ether tetraacrylate C(C=C)(=O)O.C(C=C)(=O)O.C(C=C)(=O)O.C(C=C)(=O)O.C(C1CO1)OCC1CO1